9-(4-methylphenyl)-9H-carbazole CC1=CC=C(C=C1)N1C2=CC=CC=C2C=2C=CC=CC12